9-(6-chloro-1H-pyrazolo[4,3-c]pyridin-3-yl)-6-oxa-2,9-diazaspiro[4.5]decane trifluoroacetate FC(C(=O)O)(F)F.ClC1=CC2=C(C=N1)C(=NN2)N2CCOC1(CCNC1)C2